Cl.C(C)C1=CC2=C(C(C=3NC4=CC(=CC=C4C3C2=O)C#N)(C)C)C=C1N1CCN(CC1)C1COC1 9-ethyl-6,6-dimethyl-8-(4-oxetan-3-yl-piperazin-1-yl)-11-oxo-6,11-dihydro-5H-benzo[b]carbazole-3-carbonitrile monohydrochloride salt